NC1=C(C=NN1C=1C=NC(=CC1C)OC1=C(C=CC=C1F)F)C(=O)C1=CC=2C=C3CCN(CC3=CC2N1)C1CN(C1)C (5-amino-1-{6-[(2,6-difluorophenyl)oxy]-4-methylpyridin-3-yl}pyrazol-4-yl)[7-(1-methylazetidin-3-yl)-5,6,7,8-tetrahydro-1H-pyrrolo[3,2-g]isoquinolin-2-yl]methanone